methyl carbamoylthiocarboxylate hemisulfate S(=O)(=O)(O)O.C(N)(=O)C(=S)OC.COC(=S)C(N)=O